C1=NC=CC2=CC(=CC=C12)NC(=O)[C@H]1[C@@H](C1)C1=CC=C(C=C1)S(NCC=1C=NC=CC1)(=O)=O |o1:13,14| (rel)-(1R,2R)-N-(isoquinolin-6-yl)-2-(4-(N-(pyridin-3-ylmethyl)sulfamoyl)phenyl)cyclopropane-1-carboxamide